(S)-2-((R)-3-(6-amino-5-oxo-4,5-dihydropyrazin-2-yl)piperidin-1-yl)-N-(5-chloropyridin-2-yl)propionamide NC=1C(NC=C(N1)[C@H]1CN(CCC1)[C@H](C(=O)NC1=NC=C(C=C1)Cl)C)=O